4-{[(2R)-4-(morpholin-4-yl)-1-(phenylsulfanyl)butan-2-yl]amino}-3-(trifluoromethanesulfonyl)benzene N1(CCOCC1)CC[C@H](CSC1=CC=CC=C1)NC1=C(C=CC=C1)S(=O)(=O)C(F)(F)F